C(#N)C(CNC=1C(=CC=C2C=CC(=CC12)C1=CC=CC(=N1)C(=O)NCC1CCN(CC1)C)OC)=C 6-{8-[(2-cyano-2-methylideneethyl)amino]-7-methoxynaphthalen-2-yl}-N-[(1-methylpiperidin-4-yl)methyl]pyridine-2-carboxamide